C(=O)(OCC1C2=CC=CC=C2C2=CC=CC=C12)C1N(CCC(C1)N)CC(=O)O fmoc-4-amino-(1-carboxymethyl)piperidine